methyl 1-C-(3-((5-(4-fluorophenyl)-2-thienyl) methyl)-4-methylphenyl)-D-glucopyranoside FC1=CC=C(C=C1)C1=CC=C(S1)CC=1C=C(C=CC1C)C1(OC)[C@H](O)[C@@H](O)[C@H](O)[C@H](O1)CO